(Z)-N-(3-(2-isopropylphenyl)-4-keto-6-phenyl-3,4-dihydro-2H-1,3-thiazin-2-ylidene)-4-methylbenzamide C(C)(C)C1=C(C=CC=C1)N1/C(/SC(=CC1=O)C1=CC=CC=C1)=N/C(C1=CC=C(C=C1)C)=O